(R/S)-(2-(phenyl-(piperidin-4-yl)methyl)-2H-tetrazol-5-yl)methanol C1(=CC=CC=C1)[C@H](N1N=C(N=N1)CO)C1CCNCC1 |r|